C(C(=C)C)(=O)OCCC(C)[Si](OC)(C)C 3-(dimethyl(methoxy)silyl)butyl methacrylate